PyrroleCarboxamide C1=CNC(=C1)C(=O)N